fluoronitric acid [N+](=O)([O-])F